2-(3,4-dihydroxyphenyl)propylamine OC=1C=C(C=CC1O)C(CN)C